(S)-2-((4-(6-((1-(2-(2-methoxyethyl)-1H-indazol-6-yl))Methoxy)pyridin-2-yl)piperidin-1-yl)methyl)-1-(oxetan-2-ylmethyl)-1H-benzo[d]imidazole-6-carboxylic acid COCCN1NC2=CC(=CC=C2C1)COC1=CC=CC(=N1)C1CCN(CC1)CC1=NC2=C(N1C[C@H]1OCC1)C=C(C=C2)C(=O)O